C(C)C(C(=O)[O-])CCCC.[Rh+2].C(C)C(C(=O)[O-])CCCC rhodium(II) 2-ethylhexanoat